CN1N=C(C2=C1C=1N(C(C2)C)C=NC1)C(F)(F)F 1,5-dimethyl-3-(trifluoromethyl)-4,5-dihydro-1H-imidazo[1,5-a]pyrazolo[3,4-c]pyridine